(2-Fluoroethylamino)-4-(6-(6-((5-methoxypyrazin-2-yl)methyl)-3,6-diazabicyclo[3.1.1]heptan-3-yl)pyridin-3-yl)-6-oxopyrimidine-5-carbonitrile FCCNC=1NC(C(=C(N1)C=1C=NC(=CC1)N1CC2N(C(C1)C2)CC2=NC=C(N=C2)OC)C#N)=O